BrC=1C=C2C=C(C=3N(C2=CC1OC)C(=NN3)C)C3NCCC3 7-bromo-8-methoxy-1-methyl-4-(pyrrolidin-2-yl)-[1,2,4]triazolo[4,3-a]quinoline